COC1=CC(=C(C(=O)NC2CCC(CC2)NC2=CC(=NC3=CC=CC=C23)C(F)(F)F)C=C1)C 4-methoxy-2-methyl-N-[(1s,4s)-4-{[2-(trifluoromethyl)quinolin-4-yl]amino}cyclohexyl]benzamide